5-Fluoro-7-methoxy-1,2,3,4-tetrahydroisoquinoline FC1=C2CCNCC2=CC(=C1)OC